Cl.CC1=CNC=2N=CN=C(C21)N2CCSC(=C2)C2=NN(N=C2)C2CNCCC2 4-(5-Methyl-7H-pyrrolo[2,3-d]pyrimidin-4-yl)-6-(2-(piperidin-3-yl)-2H-1,2,3-triazol-4-yl)-3,4-dihydro-2H-1,4-thiazine hydrochloride